[5,6-difluoro-4-(trifluoromethylsulfonyloxy)-2-naphthyl]acetate FC1=C2C(=CC(=CC2=CC=C1F)CC(=O)[O-])OS(=O)(=O)C(F)(F)F